BrC=1C2=C(SC1C(F)(F)P(OCC)(OCC)=O)C=CC(=C2)CO diethyl ((3-bromo-5-(hydroxymethyl)benzo[b]thiophen-2-yl)difluoromethyl)phosphonate